(S)-1-(1-(3-Chlorophenyl)-2-(dimethylamino)ethyl)-5-fluoro-4-(5-morpholino-1H-pyrrolo[2,3-b]pyridin-3-yl)pyridin-2(1H)-one ClC=1C=C(C=CC1)[C@@H](CN(C)C)N1C(C=C(C(=C1)F)C1=CNC2=NC=C(C=C21)N2CCOCC2)=O